FC1=C(C(=O)OC)C=CC(=C1)C=O methyl 2-fluoro-4-formylbenzoate